ClC1=NC=2N(C(=C1C=1C=NC=CC1)OC)N=C(C2C2=CCCCC2)C2=CC=CC=C2 5-chloro-3-(cyclohex-1-en-1-yl)-7-methoxy-2-phenyl-6-(pyridin-3-yl)pyrazolo[1,5-a]Pyrimidine